O1C(=CC=C1)CN(CCC=1SC(=C(N1)C(F)(F)F)C(=O)N[C@@H](C)C1=CC(=CC=C1)N1CCOCC1)C 2-[2-[(2-furanylmethyl)methylamino]ethyl]-N-[(1S)-1-[3-(4-morpholinyl)phenyl]ethyl]-4-(trifluoromethyl)-5-thiazolecarboxamide